{8-[(3,5-dichlorophenyl)sulfonyl]-3,8-diazabicyclo[3.2.1]oct-3-yl}(1H-1,2,3-triazol-4-yl)methanone ClC=1C=C(C=C(C1)Cl)S(=O)(=O)N1C2CN(CC1CC2)C(=O)C=2N=NNC2